NN1C(=NC(=C1C(=O)N)C1=CC=C(C=C1)C(NC1=NC=CC=C1)=O)[C@H]1N(CCCC1)C(C#CC)=O (S)-1-amino-2-(1-(but-2-ynoyl)piperidin-2-yl)-4-(4-(pyridin-2-ylcarbamoyl)phenyl)-1H-imidazole-5-carboxamide